OC1=CC=C(C(=O)NC=2C=CC=3N(C2)C=C(N3)C(=O)O)C=C1 6-(4-hydroxybenzoylamino)imidazo[1,2-a]pyridine-2-carboxylic acid